(3aR,10aR)-N-(4-fluoro-3-methylphenyl)-7-methyl-2-(5-methyloxazole-4-carbonyl)-2,3,3a,4,10,10a-hexahydro-1H,7H-dipyrrolo[3,4-b:3',4'-f][1,4,5]oxathiazocine-8-carboxamide 5,5-dioxide FC1=C(C=C(C=C1)NC(=O)C=1N(C=C2C1OC[C@H]1[C@@H](NS2(=O)=O)CN(C1)C(=O)C=1N=COC1C)C)C